CC1=CC(=NC2=CC=C3C(=C12)C=NN3)C3=CC=C(C(=O)NOC1OCCCC1)C=C3 4-(9-Methyl-3H-pyrazolo[4,3-f]quinolin-7-yl)-N-((tetrahydro-2H-pyran-2-yl)oxy)benzamide